tert-butyl (3R,4R)-4-((3-(5-(tert-butoxy)-2-cyano-5-oxopentan-2-yl)-1-methyl-1H-indazol-6-yl) amino)-3-methoxypiperidine-1-carboxylate C(C)(C)(C)OC(CCC(C)(C#N)C1=NN(C2=CC(=CC=C12)N[C@H]1[C@@H](CN(CC1)C(=O)OC(C)(C)C)OC)C)=O